1,4-bis(isocyanatomethyl)-2,5-dimethylbenzene N(=C=O)CC1=C(C=C(C(=C1)C)CN=C=O)C